2,4-dichloronaphthalene ClC1=CC2=CC=CC=C2C(=C1)Cl